FC(C=1C(=C(C=CC1)[C@@H](C)NC1=NC=NC=2C=C3C(=CC12)N1[C@@H](CO3)CN(CC1)C(C)=O)F)F 1-((R)-11-(((R)-1-(3-(difluoromethyl)-2-fluorophenyl)ethyl)amino)-1,2,4a,5-tetrahydropyrazino[1',2':4,5][1,4]oxazino[3,2-g]quinazolin-3(4H)-yl)ethan-1-one